γ-carboxyglutamine C(=O)(O)C(C[C@H](N)C(=O)O)C(N)=O